[I-].[I-].[I-].C(CCC)[N+](CCCC)(CCCC)CCCC.C(CCC)[N+](CCCC)(CCCC)CCCC.C(CCC)[N+](CCCC)(CCCC)CCCC tetrabutylammonium tri-iodide